3-hydroxyindolin-2-one sulfate S(=O)(=O)(O)O.OC1C(NC2=CC=CC=C12)=O